(imino)(ethyl)-λ6-sulfanone N=S(=O)CC